(1R,2S,5S)-3-[(2S)-2-amino-2-cyclobutyl-acetyl]-6,6-dimethyl-3-azabicyclo[3.1.0]hexane-2-carboxylate N[C@H](C(=O)N1[C@@H]([C@H]2C([C@H]2C1)(C)C)C(=O)[O-])C1CCC1